5-acetyl-5-azaspiro[2.4]heptane-1-carboxylic acid methyl ester COC(=O)C1CC12CN(CC2)C(C)=O